Cl.C12CNCC(CC1)O2 8-oxa-3-azabicyclo[3.2.1]octane HCl salt